NCCCCCC(=O)O (1S)-epsilon-aminocaproic acid